CC(C(=O)O)CCCC(=O)O 2-methyladipic acid